methyl 5-{5-fluoro-3-[(5-fluoro-2-methylpyridin-3-yl)methoxy]pyridin-2-yl}-1-methyl-1H-pyrrole-3-carboxylate FC=1C=C(C(=NC1)C1=CC(=CN1C)C(=O)OC)OCC=1C(=NC=C(C1)F)C